bis-(phenylacetyl) disulphide C1(=CC=CC=C1)CC(=O)SSC(CC1=CC=CC=C1)=O